F[C@H]1[C@H](C[C@@]2(C=C[C@H]1N2)C)N(C2=CC=C(N=N2)C2=C(C=C(C=C2)N2C=NN=C2)O)C 2-(6-(((1R,3S,4R,5R)-4-fluoro-1-methyl-8-azabicyclo[3.2.1]oct-6-en-3-yl)(methyl)amino)pyridazin-3-yl)-5-(4H-1,2,4-triazol-4-yl)phenol